CC1=NC(=NC(=C1)NC1=NNC(=C1)C)N1CCN(CC1)C(=O)N[C@@H](C)C=1C=NC(=CC1)C#C[Si](C)(C)C (S)-4-(4-methyl-6-((5-methyl-1H-pyrazol-3-yl)amino)pyrimidin-2-yl)-N-(1-(6-((trimethylsilyl)ethynyl)pyridin-3-yl)ethyl)piperazine-1-carboxamide